3-[4-[2-(2,4-Difluorophenyl)-2-hydroxy-3-(1,2,4-triazol-1-yl)propoxy]-3-methoxyphenyl]-1-(4-methoxyphenyl)prop-2-en-1-one FC1=C(C=CC(=C1)F)C(COC1=C(C=C(C=C1)C=CC(=O)C1=CC=C(C=C1)OC)OC)(CN1N=CN=C1)O